OCCCCCC1P2CCCCC1CC2 9-(5-hydroxypentyl)phosphabicyclo[4.2.1]nonane